ClC1=CC=C(C=C1)C=1N=C2N(C=CC=N2)C1CN1C2CN(C(C1)CC2)C(=O)C2=CC(=CC=C2)OC (5-{[2-(4-chlorophenyl)imidazo[1,2-a]pyrimidin-3-yl]methyl}-2,5-diazabicyclo[2.2.2]oct-2-yl)-(3-methoxyphenyl)methanone